(1,3,4,5,6,7-hexahydro-1,3-dioxo-2H-isoindol-2-yl)methyl 2,2-dimethyl-3-(2-methylprop-1-enyl)cyclopropanecarboxylate CC1(C(C1C=C(C)C)C(=O)OCN1C(C=2CCCCC2C1=O)=O)C